2-(4-(2-(8-chloro-7-methylimidazo[1,2-a]pyridin-6-yl)-3-isopropyl-1H-indol-5-yl)piperidin-1-yl)-N-methylacetamide ClC=1C=2N(C=C(C1C)C=1NC3=CC=C(C=C3C1C(C)C)C1CCN(CC1)CC(=O)NC)C=CN2